C1(CC1)C=1C=C(C=NC1)C1=NC(=C2N=CN(C2=N1)[C@@H]1[C@@H]([C@@H]([C@H](O1)C(=O)NC([2H])([2H])[2H])O)O)NC([2H])([2H])[2H] |&1:18| (2S,3S,4R,SR)-5-(2-(5-cyclopropylpyridin-3-yl)-6-((methyl-d3)amino)-9H-purin-9-yl)-3,4-dihydroxyl-N-(methyl-d3)-tetrahydrofuran-2-carboxamide